C=CCCCC hexa-ene